C(CCC)(=O)C1=C(C(=C(OCCCCCOC2=C(C(=C(C=C2)C(CCC)=O)O)C)C=C1)C)O 1-{4-[5-(4-Butanoyl-3-hydroxy-2-methylphenoxy)pentyloxy]-2-hydroxy-3-methylphenyl}butan-1-one